CC(C)=[Se] propaneselon